(1-(3-fluorophenyl)-1H-indazol-5-yl)(4-(1-(1-(pyridin-2-yl)ethyl)-1H-benzo[d]imidazol-2-yl)piperidin-1-yl)methanone FC=1C=C(C=CC1)N1N=CC2=CC(=CC=C12)C(=O)N1CCC(CC1)C1=NC2=C(N1C(C)C1=NC=CC=C1)C=CC=C2